sodium (S)-3-(3-(1,6-dimethyl-4-oxido-2-oxo-1,2-dihydropyridin-3-yl)ureido)-3-(5-(2-methylbenzyl) thiophen-2-yl)propanoate CN1C(C(=C(C=C1C)[O-])NC(N[C@@H](CC(=O)[O-])C=1SC(=CC1)CC1=C(C=CC=C1)C)=O)=O.[Na+].[Na+]